tert-butyl 6-[7-[4-fluoro-2-(2-methoxyethoxy) phenyl]-6-hydroxy-thieno[3,2-c]pyridin-4-yl]-3,4-dihydro-1H-isoquinoline-2-carboxylate FC1=CC(=C(C=C1)C=1C2=C(C(=NC1O)C=1C=C3CCN(CC3=CC1)C(=O)OC(C)(C)C)C=CS2)OCCOC